FC=1C=CC2=C(NC(=N2)[C@H]2[C@@H](C2)C(=O)NC2=CC=C(C=C2)C2=NC=CN=C2)C1 (1R,2R)-2-(6-fluoro-1H-benzo[d]imidazol-2-yl)-N-(4-(pyrazin-2-yl)phenyl)cyclopropane-1-carboxamide